4,6-dichloro-3-nitropyridin-2-amine ClC1=C(C(=NC(=C1)Cl)N)[N+](=O)[O-]